[(3S)-3-(3,4-difluorophenyl)pyrrolidin-1-yl]-(3-pyridazin-4-yl-1H-pyrazol-5-yl)methanone FC=1C=C(C=CC1F)[C@H]1CN(CC1)C(=O)C1=CC(=NN1)C1=CN=NC=C1